5-(3-fluorophenyl)-2-morpholinothiazolo[4,5-b]pyridin-6-amine FC=1C=C(C=CC1)C1=C(C=C2C(=N1)N=C(S2)N2CCOCC2)N